5-chloro-1-(4-methoxybenzyl)-1H-1,2,4-triazole ClC1=NC=NN1CC1=CC=C(C=C1)OC